(E)-4-((4aS,8aR)-1-methyl-octahydroquinolin-7(1H)-ylidene)butanoic acid ethyl ester C(C)OC(CC/C=C/1\CC[C@H]2CCCN([C@@H]2C1)C)=O